(hydroxymethyl)-2H-furan-5-one OCC1OC(C=C1)=O